5-((2-aminothiazol-5-yl)thio)-2-methoxy-4-methylbenzoic acid NC=1SC(=CN1)SC=1C(=CC(=C(C(=O)O)C1)OC)C